FC=1C=C(C=CC1OC)N=S(/C=C/CNC(=O)C=1C(NC=C2CCCCC12)=O)(=O)C N-[(2E)-3-{[(3-fluoro-4-methoxyphenyl)imino](methyl)oxo-λ6-sulfanyl}prop-2-en-1-yl]-3-oxo-2,3,5,6,7,8-hexahydroisoquinoline-4-carboxamide